N-(2,4-dimethylphenethyl)-O-methylhydroxylamine CC1=C(CCNOC)C=CC(=C1)C